fluoro-4-[1-(4-fluorophenyl)-4-hydroxy-2-(trifluoromethyl)indol-3-yl]benzoic acid FC1=C(C(=O)O)C=CC(=C1)C1=C(N(C2=CC=CC(=C12)O)C1=CC=C(C=C1)F)C(F)(F)F